1-(4,5,6,7-tetrahydrothieno[3,2-c]pyridine-5-carbonyl)piperidin-4-ylideneacetonitrile S1C=CC=2CN(CCC21)C(=O)N2CCC(CC2)=CC#N